C(C)(C)(C)NC(=O)N1CCC2(C(C2)CNC(=O)N2CC=3C=NC=CC3C2)CC1 N-[[6-(tert-butylcarbamoyl)-6-azaspiro[2.5]octan-2-yl]methyl]-1,3-dihydropyrrolo[3,4-c]pyridine-2-carboxamide